(4r,6s)-6-hydroxymethyl-2,2-dimethyl-1,3-dioxane-4-acetic acid tert-butyl ester C(C)(C)(C)OC(C[C@@H]1OC(O[C@@H](C1)CO)(C)C)=O